(3R,5S)-1-(8-fluoro-quinolin-5-yl)-5-methyl-piperidin-3-ylamine hydrochloride Cl.FC=1C=CC(=C2C=CC=NC12)N1C[C@@H](C[C@@H](C1)C)N